C(C1=CC=CC=C1)(=O)OC[C@@H]1O[C@@H](C[C@@H]1OC(C1=CC=CC=C1)=O)N1C(NC(C(=C1)C)=O)=O ((2S,3S,5S)-3-(benzoyloxy)-5-(5-methyl-2,4-dioxo-3,4-dihydropyrimidin-1(2H)-yl)tetrahydrofuran-2-yl)methyl benzoate